CC(C)\C(\C(C\C=C(\C=C)/C)(C)C)=N/O (3E,6E)-2,4,4,7-tetramethylnona-6,8-dien-3-one oxime